C(C)(C)(C)OC(=O)N[C@H](C(=O)O)CC=1N=CN(C1)C(=O)OC(C)(C)C (2S)-2-[(tert-butoxycarbonyl)amino]-3-[1-(tert-butoxycarbonyl)imidazol-4-yl]propanoic acid